CC12C3CCC4(C(CCC4C3CCC2=CC(CC1)=O)C(C)=NOCCN1CCOCC1)C 10,13-dimethyl-17-(1-((2-morpholinoethoxy)imino)ethyl)-6,7,8,9,10,11,12,13,14,15,16,17-dodecahydro-1H-cyclopenta[a]phenanthren-3(2H)-one